glucose pyruvate choline OCC[N+](C)(C)C.C(C(=O)C)(=O)[O-].O=C[C@H](O)[C@@H](O)[C@H](O)[C@H](O)CO